ClC1=C(C(=CC=C1)F)CC1=NOC(N1CC=1N(C=CN1)C)=O 3-[(2-chloro-6-fluorophenyl)methyl]-4-[(1-methyl-1H-imidazol-2-yl)methyl]-4,5-dihydro-1,2,4-oxadiazol-5-one